N-(3-methylenepropyl)-N'-ethylcarbodiimide hydrochloride Cl.C=CCCN=C=NCC